tert-butyl N-[6-(pyridin-2-yl)thieno[3,2-c][1,2]thiazol-3-yl]-N-(thiophen-2-ylmethyl)carbamate N1=C(C=CC=C1)C1=CSC=2C1=NSC2N(C(OC(C)(C)C)=O)CC=2SC=CC2